2,2'-azobis(N-(carboxyethyl)-2-methylpropionamidine) tetrahydrate O.O.O.O.N(=NC(C(=N)NCCC(=O)O)(C)C)C(C(=N)NCCC(=O)O)(C)C